C(C)(C)(C)N1C[C@H]([C@@H](C1)C1=CC=C(C=C1)Cl)C(=O)N1[C@@H](C[C@@H](C1)N(C(C(C)(C)C)=O)C1CCC(CC1)C)C(=O)O (2S,4S)-1-((3S,4R)-1-(tert-butyl)-4-(4-chlorophenyl)pyrrolidine-3-carbonyl)-4-(N-((1s,4R)-4-methylcyclohexyl)trimethylacetamido)pyrrolidine-2-carboxylic acid